NC(CC(=O)O)C(=C)C 3-AMINO-4-METHYL-PENT-4-ENOIC ACID